(7-chloro-6-(1-(4-hydroxy-3-methyltetrahydrofuran-3-yl)piperidin-4-yl)isoquinolin-3-yl)-2-(2-methoxypropan-2-yl)cyclopropane-1-carboxamide ClC1=C(C=C2C=C(N=CC2=C1)C1(C(C1)C(C)(C)OC)C(=O)N)C1CCN(CC1)C1(COCC1O)C